(5-Isopropyl-1H-pyrazol-3-yl)(6-(1-methyl-1H-imidazole-4-carbonyl)-2,6-diazaspiro[3.3]heptan-2-yl)methanone C(C)(C)C1=CC(=NN1)C(=O)N1CC2(C1)CN(C2)C(=O)C=2N=CN(C2)C